3-(1-Oxo-5-(1-((2-phenylimidazo[1,2-a]pyridin-6-yl)methyl)piperidin-4-yl)isoindolin-2-yl)piperidine-2,6-dione O=C1N(CC2=CC(=CC=C12)C1CCN(CC1)CC=1C=CC=2N(C1)C=C(N2)C2=CC=CC=C2)C2C(NC(CC2)=O)=O